2-methyl-5-(3-nitro-4-(trifluoromethoxy)phenyl)-2,5-diazabicyclo[4.1.0]heptane CN1C2CC2N(CC1)C1=CC(=C(C=C1)OC(F)(F)F)[N+](=O)[O-]